rel-(3R)-5-[7-chloro-6-[[4-methyl-6-(methylamino)pyrimidin-2-yl]amino]chroman-8-yl]-1-methyl-2,3,4,7-tetrahydroazepin-3-ol ClC1=C(C=C2CCCOC2=C1C=1C[C@H](CN(CC1)C)O)NC1=NC(=CC(=N1)C)NC |o1:13|